C(C)(C)C1=C(NC2=CN=C(C=C21)N2CCC(CC2)NC(C)C(C)C)C=2C=C(C=1N(C2)N=CN1)OC 1-(3-isopropyl-2-(8-methoxy-[1,2,4]triazolo[1,5-a]pyridin-6-yl)-1H-pyrrolo[2,3-c]pyridin-5-yl)-N-(3-methylbutan-2-yl)piperidin-4-amine